CS(=O)(=O)CC1(CCOCC1)CN [4-(methylsulfonylmethyl)tetrahydropyran-4-yl]methanamine